1-(2-(isoxazol-3-ylamino)-2-oxoethyl)-1-(2-((4-methyl-2-((2-(methylamino)ethyl)carbamoyl)thiophen-3-yl)amino)-2-oxoethyl)azepan-1-ium O1N=C(C=C1)NC(C[N+]1(CCCCCC1)CC(=O)NC1=C(SC=C1C)C(NCCNC)=O)=O